3-[(3-Chlorophenyl)ethynyl]-5,6-dihydroimidazo[1,5-a]pyrazine-7(8H)-carboxylic acid tert-butyl ester C(C)(C)(C)OC(=O)N1CC=2N(CC1)C(=NC2)C#CC2=CC(=CC=C2)Cl